(2R)-2-tert-butoxycarbonylamino-2-(5-chloro-2-thienyl)acetic acid C(C)(C)(C)OC(=O)N[C@H](C(=O)O)C=1SC(=CC1)Cl